4-[(2s)-2-(4-Chloro-2-fluorophenyl)-2-methyl-1,3-benzodioxol-4-yl]piperidine, di-p-toluoyl-L-tartrate salt C1(=CC=C(C=C1)C(=O)[C@]([C@](C(=O)O)(O)C(=O)C1=CC=C(C=C1)C)(O)C(=O)O)C.ClC1=CC(=C(C=C1)[C@@]1(OC2=C(O1)C=CC=C2C2CCNCC2)C)F